COC=1N=C2C(=C3C(=NC2=CC1OCCCN1CCCC1)CCCC3)NC3CCN(CC3)C=3C=NC=CC3 N-{2-methoxy-3-[3-(pyrrolidin-1-yl)propoxy]-6H,7H,8H,9H-cyclohexa[b]1,5-naphthyridin-10-yl}-1-(pyridin-3-yl)piperidin-4-amine